2-amino-N-[[2-(trifluoromethyl)phenyl]methyl]pyridine-4-carboxamide NC1=NC=CC(=C1)C(=O)NCC1=C(C=CC=C1)C(F)(F)F